BrC1=C(N=C(N1COCC[Si](C)(C)C)C)COC[C@@H](C)N(C(OC(C)(C)C)=O)C tert-butyl N-[(1R)-2-[[5-bromo-2-methyl-1-(2-trimethylsilylethoxymethyl)imidazol-4-yl]methoxy]-1-methyl-ethyl]-N-methyl-carbamate